5-(1-(dimethylamino)ethyl)-1-methyl-1H-pyrazole-3-sulfonamide, trifluoroacetate salt FC(C(=O)O)(F)F.CN(C(C)C1=CC(=NN1C)S(=O)(=O)N)C